5-((2-(benzyl-sulfinyl)-5-iso-propyl-pyridin-4-yl)oxy)pyrimidine-2,4-diamine C(C1=CC=CC=C1)S(=O)C1=NC=C(C(=C1)OC=1C(=NC(=NC1)N)N)C(C)C